4-AMINOPHENOL NC1=CC=C(C=C1)O